[1,3-bis[2,6-bis(1-ethylpropyl)phenyl]-4,5-dichloro-1,3-dihydro-2H-imidazol-2-ylidene]dichloro(2-methylpyridine) palladium [Pd].C(C)C(CC)C1=C(C(=CC=C1)C(CC)CC)N1C(N(C(=C1Cl)Cl)C1=C(C=CC=C1C(CC)CC)C(CC)CC)=CC1=NC=CC(=C1Cl)Cl